5-chloro-2-(2,8-dimethyl-1,2,3,4,4a,9b-hexahydro-5H-pyrido[4,3-b]indol-5-yl)-4-tosylthiazole ClC1=C(N=C(S1)N1C2C(C=3C=C(C=CC13)C)CN(CC2)C)S(=O)(=O)C2=CC=C(C)C=C2